ethyl 1-(2-hydroxyethyl)piperidine-3-carboxylate OCCN1CC(CCC1)C(=O)OCC